tert-Butyl (S)-{1-[2-(6-formylbenzo[d]isoxazol-3-yl)phenyl]-2-(pyridine-2-yl)ethyl}carbamate C(=O)C1=CC2=C(C(=NO2)C2=C(C=CC=C2)[C@H](CC2=NC=CC=C2)NC(OC(C)(C)C)=O)C=C1